C(C)OC1=NC(=NC=C1C(NC=1C=C(C=2N(C1)C=C(N2)C)F)=O)N2CC(N(CC2)C(=O)OC(C)(C)C)CC tert-butyl 4-(4-ethoxy-5-((8-fluoro-2-methylimidazo[1,2-a]pyridin-6-yl)carbamoyl)pyrimidin-2-yl)-2-ethylpiperazine-1-carboxylate